Cl.N1CC(C1)C1=NC(=NO1)C1=CC(=C(C=C1)OCCCC1=CC=CC=C1)C(F)(F)F 5-(azetidin-3-yl)-3-(4-(3-phenylpropoxy)-3-(trifluoromethyl)phenyl)-1,2,4-oxadiazole hydrochloride